N[C@@H](C1=C(C=C(C(=C1)Cl)Cl)O)C1CCN(CC1)C(=O)[C@H]1OCCOC1 2-[(R)-amino([1-[(2S)-1,4-dioxane-2-carbonyl]piperidin-4-yl])methyl]-4,5-dichlorophenol